2,4,6-trimethyl-fluorobenzene CC1=C(C(=CC(=C1)C)C)F